2-[4-(2-hydroxyethyl) benzyl]-3,5-dimethylphenyl β-D-glucopyranoside O([C@H]1[C@H](O)[C@@H](O)[C@H](O)[C@H](O1)CO)C1=C(C(=CC(=C1)C)C)CC1=CC=C(C=C1)CCO